F[C@@]12[C@@H](N(CC1)C(=O)OCC1=CC=CC=C1)C(N(C2)CC(C(=O)OCC2=CC=C(C=C2)OC)(C)C)=O (cis)-benzyl 3a-fluoro-5-(3-((4-methoxybenzyl) oxy)-2,2-dimethyl-3-oxopropyl)-6-oxohexahydropyrrolo[3,4-b]pyrrole-1(2H)-carboxylate